FC(C=1C(=C(C=CC1)[C@@H](C)NC1=NC(=NC2=CC(=C(C=C12)P(C)C)NC(C(F)(F)F)CCOC)C)F)F (4-(((R)-1-(3-(difluoromethyl)-2-fluorophenyl)ethyl)amino)-2-methyl-7-((1,1,1-trifluoro-4-methoxybut-2-yl)amino)quinazolin-6-yl)dimethylphosphine